zirconium hydroxide phosphate P(=O)([O-])([O-])[O-].[OH-].[Zr+4]